FC(C(=O)O)(F)F.C(C)S(=O)(=O)CC1CNC1 3-(ethylsulfonylmethyl)azetidine trifluoroacetic acid salt